(2S,3S)-2-amino-3-(2-methylpropoxy)butanoic acid N[C@H](C(=O)O)[C@H](C)OCC(C)C